Tert-butyl 4-bromopiperidine-1-carboxylate BrC1CCN(CC1)C(=O)OC(C)(C)C